CN1N=CC(=C1)C=1C=CC2=C(CCO2)C1N1CCN(CC1)C 5-(1-methyl-1H-pyrazol-4-yl)-4-(4-methylpiperazin-1-yl)-2,3-dihydrobenzofuran